O[C@@H]1[C@@H](O)[C@H](O)[C@@H](O)[C@@H](O1)C(=O)O.C1(O)=CC=C(O)C=C1 hydroquinone-β-L-glucuronic acid